CN1N=CC(=C1)CCOC1=NC(=CC(=N1)N1CCOCC1)N1N=C(C=C1)C=1C=NC=CC1 4-(2-(2-(1-methyl-1H-pyrazol-4-yl)ethoxy)-6-(3-(pyridin-3-yl)-1H-pyrazol-1-yl)pyrimidin-4-yl)morpholine